COC(=O)C1CC2(C1)C=C(C2)B2OC(C(O2)(C)C)(C)C 6-(4,4,5,5-tetramethyl-1,3,2-dioxaborolan-2-yl)spiro[3.3]hept-5-ene-2-Carboxylic acid methyl ester